(4r,5r)-rel-4-(2,3-dichloro-6-hydroxyphenyl)-1-[(2S)-2,3-dihydroxypropyl]-5-methylpyrrolidin-2-one ClC1=C(C(=CC=C1Cl)O)[C@H]1CC(N([C@@H]1C)C[C@@H](CO)O)=O |o1:9,13,16|